N2,N7-bis(2-(2-(2-(2-azidoethoxy)ethoxy)ethoxy)ethyl)9-(hydroxymethyl)-9H-fluorene-2,7-dicarboxamide N(=[N+]=[N-])CCOCCOCCOCCNC(=O)C1=CC=2C(C3=CC(=CC=C3C2C=C1)C(=O)NCCOCCOCCOCCN=[N+]=[N-])CO